C(CCCC)N1C=[NH+]C=C1 1-amyl-imidazolium